C(#N)C1=CC2=C(C(=C(O2)C)C(=O)NC2(CCOCC2)CO)C=C1OCC1=C(N=CS1)C 6-cyano-N-(4-(hydroxymethyl)tetrahydro-2H-pyran-4-yl)-2-methyl-5-((4-methylthiazol-5-yl)methoxy)benzofuran-3-carboxamide